3-(3-amino-1H-pyrazol-1-yl)propanenitrile NC1=NN(C=C1)CCC#N